(3R)-4-[7-(2-methanesulfonylphenyl)-3-[3-methyl-1-(oxolan-2-yl)-1H-pyrazol-5-yl]-[1,2]thiazolo[4,5-b]pyridin-5-yl]-3-methylmorpholine CS(=O)(=O)C1=C(C=CC=C1)C1=C2C(=NC(=C1)N1[C@@H](COCC1)C)C(=NS2)C2=CC(=NN2C2OCCC2)C